butyl 6-((6-chloro-5-(trifluoromethyl)pyridin-2-yl)methyl)-2-azaspiro[3.3]heptane-2-carboxylate ClC1=C(C=CC(=N1)CC1CC2(CN(C2)C(=O)OCCCC)C1)C(F)(F)F